6-((1S,3R,4R)-3-benzyl-2-azabicyclo[2.2.1]heptan-2-yl)-4-((R)-2-methylmorpholino)pyridin-2(1H)-one C(C1=CC=CC=C1)[C@H]1N([C@H]2CC[C@@H]1C2)C2=CC(=CC(N2)=O)N2C[C@H](OCC2)C